(2S,3R)-3-((6-chloropyrazin-2-yl)amino)pentan-2-ol ClC1=CN=CC(=N1)N[C@@H]([C@H](C)O)CC